C(CCCCCCC\C=C/CCCCCCCC)OC(CCCCCCCCCCCCCCCCC(=O)O)=O (Z)-18-(oleyloxy)-18-oxo-octadecanoic acid